FC=1C=C(C=NC1)C1=CC(=NC(=C1)C)/C(=N/O)/N (Z)-5-fluoro-N'-hydroxy-6'-methyl-[3,4'-bipyridine]-2'-formamidine